5-[4-(4-piperidyl)anilino]-3-azabicyclo[3.1.1]heptane-2,4-dione hydrochloride Cl.N1CCC(CC1)C1=CC=C(NC23C(NC(C(C2)C3)=O)=O)C=C1